S(=O)(=O)([O-])[O-].C(CCCCCCCCCCCCCCCCC)[Al+2] octadecyl-aluminum sulfate